Bis[2-(2-butoxyethoxy)ethoxy]methane C(CCC)OCCOCCOCOCCOCCOCCCC